(R)-(6-((3-chlorophenyl)sulfonyl)-1-(4-fluorophenyl)-4,4a,5,6,7,8-hexahydro-1H-pyrazolo[3,4-g]isoquinolin-4a-yl)(thiazol-2-yl)methanone ClC=1C=C(C=CC1)S(=O)(=O)N1C[C@]2(CC3=C(C=C2CC1)N(N=C3)C3=CC=C(C=C3)F)C(=O)C=3SC=CN3